O=C1NC(CCC1N1C(C2=CC=C(C=C2C1)N1CCN(CC1)CCCNC(=O)C=1C2=C(NC1C)\C(\CC2)=C\2/C(NC1=CC=C(C=C21)F)=O)=O)=O (Z)-N-(3-(4-(2-(2,6-dioxopiperidin-3-yl)-1-oxoisoindolin-5-yl)piperazin-1-yl)propyl)-6-(5-fluoro-2-oxoindolin-3-ylidene)-2-methyl-1,4,5,6-tetrahydrocyclopenta[b]pyrrole-3-carboxamide